ClC1=CC=C(C=C1)N1CCC(CC1)C(=O)NCC1=C(C(=C(C=C1)C(F)(F)F)C=1NC(C(=C(N1)C)F)=O)F 1-(4-chlorophenyl)-N-[2-fluoro-3-(5-fluoro-4-methyl-6-oxo-1,6-dihydropyrimidin-2-yl)-4-(trifluoromethyl)benzyl]piperidine-4-carboxamide